2-amino-N-((1S,4R)-4-(3,4-dichlorophenyl)-1,2,3,4-tetrahydronaphthalen-1-yl)-N-methylpropanamide hydrochloride Cl.NC(C(=O)N(C)[C@H]1CC[C@@H](C2=CC=CC=C12)C1=CC(=C(C=C1)Cl)Cl)C